C(C)P([O-])([O-])=O.C(C)P(O)(=O)CC.[Mg+2] magnesium diethylphosphinate ethylphosphonate